5-Bromo-3-(3,3-dimethylbut-1-ynyl)-1-[(4-methoxyphenyl)methyl]pyrazin-2-one BrC=1N=C(C(N(C1)CC1=CC=C(C=C1)OC)=O)C#CC(C)(C)C